C1(=CC=CC=C1)C1=NN=C(O1)NC(C1=CC=C(C=C1)OC(F)(F)F)=O N-(5-phenyl-1,3,4-oxadiazol-2-yl)-4-(trifluoromethoxy)benzamide